1-(2-methoxyacetyl)piperidin COCC(=O)N1CCCCC1